1-Butyl-5-chloro-2-methylindole C(CCC)N1C(=CC2=CC(=CC=C12)Cl)C